NC=1C(=CC(=C(C1)N1N=NC(=C1)C(=O)[O-])F)N1CCN(CC1)C 1-(5-amino-2-fluoro-4-(4-methylpiperazin-1-yl)phenyl)-1H-1,2,3-triazole-4-carboxylate